CS(=O)(=O)C=1C=C2C(=C(C(N(C2=CC1)C)=O)C(=O)N)N1CCC(CC1)C=1OC2=C(N1)C=C(C=C2)C 6-(methanesulfonyl)-1-methyl-4-[4-(5-methyl-1,3-benzoxazol-2-yl)piperidin-1-yl]-2-oxo-1,2-dihydroquinoline-3-carboxamide